IC1=NN(C2=NC(=NC=C21)NC2CCN(CC2)C(C)=O)COCC[Si](C)(C)C 1-(4-((3-Iodo-1-((2-(trimethylsilyl)ethoxy)methyl)-1H-pyrazolo[3,4-d]pyrimidin-6-yl)amino)piperidin-1-yl)ethan-1-one